ClC(CC)(Cl)N(C)C 1,1-dichloro-1-ethyl-N,N-dimethyl-methylamine